BrC1=CC2=CC(N(C=C2C=C1)S(=O)(=O)C1=CC=C(C)C=C1)C 6-bromo-3-methyl-2-tosyl-2,3-dihydroisoquinolin